Cl.C1(=CC=CC2=CC=CC=C12)CC[C@@H](CCC1=CC(=CC=C1)C(F)(F)F)N 1-(R)-(1-naphthylethyl)-N-[3-[3-(trifluoromethyl)phenyl]propyl]amine hydrochloride